bis(N,N-dimethylaminopropyl)urea CN(C)CCCNC(NCCCN(C)C)=O